COC(=O)N1CCC2(CC1)CCNCC2 3,9-diazaspiro[5.5]Undecane-3-carboxylic acid methyl ester